(S)-2-(2,6-dichlorobenzamido)-3-(3-(6-guanidino-1H-benzo[d]imidazol-1-yl)propionamido)propanoic acid ClC1=C(C(=O)N[C@H](C(=O)O)CNC(CCN2C=NC3=C2C=C(C=C3)NC(=N)N)=O)C(=CC=C1)Cl